C(CCC)SCCSCCCCCCCCC1(OCC(O1)CCN(C)C)CCCCCCCCSCCSCCCC 2-(2,2-bis(8-((2-(butylthio)ethyl)thio)octyl)-1,3-dioxolan-4-yl)-N,N-dimethyl-ethan-1-amine